OC[C@@H](C(C)C)C1(C(N=C(C(=C1)C(=O)N[C@H](CO)C(C)C)C)C)C(=O)N 3,N5-bis((S)-1-hydroxy-3-methylbutan-2-yl)-2,6-dimethylpyridine-3,5-dicarboxamide